5-(4-methylphenyl)uridine CC1=CC=C(C=C1)C=1C(NC(N([C@H]2[C@H](O)[C@H](O)[C@@H](CO)O2)C1)=O)=O